NC1=C(C(N(C2=NC(=CC=C12)C(F)(F)F)C1=CC=C(C=C1)Cl)=O)Br 4-amino-3-bromo-1-(4-chlorophenyl)-7-(trifluoromethyl)-1,8-naphthyridin-2(1H)-one